8-Bromo-1-octanol BrCCCCCCCCO